4-(6-(4-benzylpiperazin-1-yl)pyridin-3-yl)-6-(1-methyl-1H-pyrazol-4-yl)pyrazolo[1,5-a]pyridine-3-carbonitrile C(C1=CC=CC=C1)N1CCN(CC1)C1=CC=C(C=N1)C=1C=2N(C=C(C1)C=1C=NN(C1)C)N=CC2C#N